[(1R,2R)-2-Formylcyclopropyl]methyl acetate C(C)(=O)OC[C@H]1[C@@H](C1)C=O